ClC1=CC=C(C=C1)C1=CC=2C3=C(C=NC2C=C1)N(C(N3C=3C=C(C#N)C=CC3C)=N)CC 3-(8-(4-Chlorophenyl)-3-ethyl-2-imino-2,3-dihydro-1H-imidazo[4,5-c]quinolin-1-yl)-4-methylbenzonitrile